[N+](=O)([O-])C=1C(=C2C(=NC1)C=CS2)NCC2=CC=C(CNC(OC(C)(C)C)=O)C=C2 tert-butyl (4-(((6-nitrothieno[3,2-b]pyridin-7-yl)amino)methyl)benzyl)carbamate